Cl.Cl.C12CN(CC(N1)C2)C2=CC=C(C=N2)C=2C=1N(C=C(C2)OCC(C)(C)O)N=CC1C#N 4-[6-(3,6-diazabicyclo[3.1.1]heptan-3-yl)-3-pyridinyl]-6-(2-hydroxy-2-methyl-propoxy)pyrazolo[1,5-a]pyridine-3-carbonitrile dihydrochloride